1-(2-isopropoxyethyl)-2-thioxo-1,2,3,5-tetrahydro-5-chloro-pyrrolo[3,2-d]pyrimidin-4-one C(C)(C)OCCN1C(NC(C2=C1C=CN2Cl)=O)=S